tert-butyl 6-((5-amino-7-(butylamino)-3-iodo-1H-pyrazolo[4,3-d]pyrimidin-1-yl) methyl)-5-methoxy-3',6'-dihydro-[3,4'-bipyridine]-1'(2'H)-carboxylate NC=1N=C(C2=C(N1)C(=NN2CC2=C(C=C(C=N2)C=2CCN(CC2)C(=O)OC(C)(C)C)OC)I)NCCCC